(4-(bicyclo[2.2.1]hept-2-en-2-yl)phenyl)-4-chloro-6-phenyl-1,3,5-triazine C12C(=CC(CC1)C2)C2=CC=C(C=C2)C2=NC(=NC(=N2)Cl)C2=CC=CC=C2